2,2-difluorosuccinate FC(C(=O)[O-])(CC(=O)[O-])F